[4-Fluoro-3-(7-morpholin-4-yl-pyrido[4,3-d]-pyrimidin-4-yl)-phenyl]thiazol-2-yl-methanol FC1=C(C=C(C=C1)C(O)C=1SC=CN1)C=1C2=C(N=CN1)C=C(N=C2)N2CCOCC2